COC=1C(=CC=C2C=CC(NC12)=O)C 8-meth-oxy-7-methyl-1,2-dihydroquinolin-2-one